C(CCCCCCC)N1C(C=CC1=O)=O N-octyl-maleimide